ClC=1C=C2C(NC(NC2=C(C1C1=CC=C(C=C1)F)SC[C@H](CO)OC)=O)=O (s)-6-chloro-7-(4-fluorophenyl)-8-((3-hydroxy-2-methoxypropyl)thio)quinazoline-2,4(1H,3H)-dione